methyl m-fluoro-cinnamate FC=1C=C(C=CC(=O)OC)C=CC1